1-methanesulfonyl-2-deoxy-2-bromo-2-fluoro-3,5-di-O-(tert-butyldiphenylsilyl)-D-ribofuranose CS(=O)(=O)C1(O)[C@]([C@H](O[Si](C2=CC=CC=C2)(C2=CC=CC=C2)C(C)(C)C)[C@H](O1)CO[Si](C1=CC=CC=C1)(C1=CC=CC=C1)C(C)(C)C)(F)Br